O=C1CC(CN1)C(=O)N 5-OXOPYRROLIDIN-3-CARBOXAMIDE